(4'-(3,3-dimethylbut-1-yl-1-yl)biphenyl-2-yl)-1-methyl-1H-pyrazole-4-carboxamide CC(CC=C1CC=C(C=C1)C1=C(C=CC=C1)C1=NN(C=C1C(=O)N)C)(C)C